FC=1C=C(C=C(C1)F)NC1=C(NC2=C1C(NCC2)=O)C2=C(C=NC=C2)OCC(C)(C)OC 3-[(3,5-difluorophenyl)amino]-2-[3-(2-methoxy-2-methylpropoxy)pyridin-4-yl]-1,5,6,7-tetrahydro-4H-pyrrolo[3,2-c]pyridin-4-one